O=C1N(C(C=C1)=O)CC(=O)NCCOCCOCCOCCOCCOCCOCCOCCOCCOCCOCC=O 2-(2,5-dioxopyrrol-1-yl)-N-[2-[2-[2-[2-[2-[2-[2-[2-[2-[2-(2-oxoethoxy)ethoxy]ethoxy]ethoxy]ethoxy]ethoxy]ethoxy]ethoxy]ethoxy]ethoxy]ethyl]acetamide